OCC1(N2C(CC(C1=O)CC2)C)COC 2-(hydroxymethyl)-2-(methoxymethyl)-6-methyl-quinuclidin-3-one